3-(2,5-dimethoxy-3,4,6-trimethylphenyl)propionic acid COC1=C(C(=C(C(=C1C)C)OC)C)CCC(=O)O